CN(C(C1=CN=C(C=C1)C1=CNC2=NC=C(C=C21)C2=CC=C1CCN(CC1=C2)C)=O)C N,N-dimethyl-6-(5-(2-methyl-1,2,3,4-tetrahydroisoquinolin-7-yl)-1H-pyrrolo[2,3-b]pyridin-3-yl)nicotinamide